N-(4-((2S,6R)-2,6-dimethylmorpholino)phenyl)-5-fluoro-4-((4-iso-propoxycyclohexyl)methoxy)pyrimidin-2-amine C[C@@H]1O[C@@H](CN(C1)C1=CC=C(C=C1)NC1=NC=C(C(=N1)OCC1CCC(CC1)OC(C)C)F)C